6-chloro-4-hydroxy-2-oxo-1,2-dihydro-1,7-naphthyridine-3-carbonitrile ClC=1C=C2C(=C(C(NC2=CN1)=O)C#N)O